FC(C=1C=CC=CC1)(F)F M-(trifluoromethyl)benzene